(2-(4-(2,6-dimethylphenyl)piperazin-1-yl)-2-oxoethyl)-5-methyl-1H-indole-2-carboxylic acid CC1=C(C(=CC=C1)C)N1CCN(CC1)C(CN1C(=CC2=CC(=CC=C12)C)C(=O)O)=O